5-{[5-(3-hydroxycyclopentyl)-4-methyl-2-(2-methylpropan-2-yl)pyrazol-3-yl]amino}-2,3-dihydro-1λ6-benzothiophene-1,1-dione OC1CC(CC1)C=1C(=C(N(N1)C(C)(C)C)NC=1C=CC2=C(CCS2(=O)=O)C1)C